3-iodo-6-(methylthio)-1-((2-(trimethylsilyl)ethoxy)methyl)-1H-pyrazolo[3,4-d]pyrimidine-4-carbonitrile IC1=NN(C2=NC(=NC(=C21)C#N)SC)COCC[Si](C)(C)C